FC=1C=C(C=C(C1OC1=CC=NC2=CC(=C(N=C12)OC)OCCOC)F)NC(=O)C=1C=NC=CC1OC N-(3,5-difluoro-4-((6-methoxy-7-(2-methoxyethoxy)-1,5-naphthyridin-4-yl)oxy)phenyl)-4-methoxypyridine-3-carboxamide